5-(2-chloro-5-(isobutyrylaminomethyl)benzoylamino)-1-(methoxymethyl)-N-(4-(trifluoromethyl)phenyl)-1H-indole-2-carboxamide ClC1=C(C(=O)NC=2C=C3C=C(N(C3=CC2)COC)C(=O)NC2=CC=C(C=C2)C(F)(F)F)C=C(C=C1)CNC(C(C)C)=O